bis(1-octyl oxy-2,2,6,6-tetramethyl-4-piperidyl)sebacate C(CCCCCCC)ON1C(CC(CC1(C)C)OC(CCCCCCCCC(=O)OC1CC(N(C(C1)(C)C)OCCCCCCCC)(C)C)=O)(C)C